5-trideuteromethyl-6-deuterouridine [2H]C(C=1C(NC(N([C@H]2[C@H](O)[C@H](O)[C@@H](CO)O2)C1[2H])=O)=O)([2H])[2H]